tert-butyl (2S)-2-acetyl-4,4-difluoropyrrolidine-1-carboxylate C(C)(=O)[C@H]1N(CC(C1)(F)F)C(=O)OC(C)(C)C